FC1=C(C=CC(=C1)C(F)(F)F)S(=O)(=O)C1N(CC12CCNCC2)C(=O)C2C(NC1(CNC1)C2)=O 7-[[2-fluoro-4-(trifluoromethyl)phenyl]sulfonyl-2,7-diazaspiro[3.5]nonane-2-carbonyl]-2,5-diazaspiro[3.4]octan-6-one